(1R,2R)-1-(2-cyano-5-fluorophenyl)-1-(1,5-dimethyl-1H-pyrazol-3-yl)propan C(#N)C1=C(C=C(C=C1)F)[C@@H](CC)C1=NN(C(=C1)C)C